CN(C(=NN=O)N)[N+](=O)[O-] N-methyl-N-nitronitrosoguanidine